C1=CC=C(C=2SC3=C(C21)C=CC=C3)C=3C=C(C=CC3)C=3C2=C(N=CN3)C3=C(O2)C=CC(=C3)C3=CC(=CC=C3)C3=CC=CC2=C3SC3=C2C=CC=C3 4,8-bis[3-(dibenzothiophen-4-yl)phenyl]-[1]-benzofuro[3,2-d]Pyrimidine